NCC1=CC(=C(C(=C1)OC)OC)CN 1,3-Bis(aminomethyl)-4,5-dimethoxybenzol